tert-butyl 4-[4-(3-cyano-4-hydroxy-pyrazolo[1,5-a]pyridin-6-yl)pyrazol-1-yl]piperidine-1-carboxylate C(#N)C=1C=NN2C1C(=CC(=C2)C=2C=NN(C2)C2CCN(CC2)C(=O)OC(C)(C)C)O